ClC=1C(N(C(C1Cl)=O)CC(CN1C(C(=C(C1=O)Cl)Cl)=O)(C)C)=O 3,4-dichloro-1-[3-(3,4-dichloro-2,5-dioxopyrrol-1-yl)-2,2-dimethylpropyl]pyrrole-2,5-dione